[Cl-].[Cl-].CC1=C(C(=C(C1([Ti+2]OC1=C(C=CC=C1C(C)C)C(C)C)C)C)C)C pentamethylcyclopentadienyl-(2,6-diisopropyl-phenoxy)-titanium dichloride